C(C1=CC=CC=C1)OC1=C(C=C(C=C1OC)C(=O)C=1N=C(SC1)C1=CC=CC=C1)OC (4-(benzyloxy)-3,5-dimethoxyphenyl)(2-phenylthiazol-4-yl)methanone